C(C)(C)(C)[Si](OCCN)(C1=CC=CC=C1)C1=CC=CC=C1 2-[tert-butyl-(diphenyl)silyl]oxyethanamine